CC1(COC2=C1C(=CC=C2)O[Si](C(C)C)(C(C)C)C(C)C)C [(3,3-dimethyl-2,3-dihydro-1-benzofuran-4-yl)oxy][tris(1-methylethyl)]silane